ClC=1C=C(C=CC1NC(C1=C(C=CC=C1)C)=O)S(=O)(=O)N[C@H](C)C1CCN(CC1)C(=O)OC(C)(C)C (R)-tert-butyl 4-(1-(3-chloro-4-(2-methylbenzamido) phenylsulfonamido) ethyl)piperidine-1-carboxylate